(3R,5R)-7-[2-(4-fluorophenyl)-4-[(2-hydroxyphenyl)carbamoyl]-3-phenyl-5-propan-2-ylpyrrol-1-yl]-3,5-dihydroxyheptanoic acid FC1=CC=C(C=C1)C=1N(C(=C(C1C1=CC=CC=C1)C(NC1=C(C=CC=C1)O)=O)C(C)C)CC[C@H](C[C@H](CC(=O)O)O)O